NC=1C(NC2=C3C=CC=NC3=C(C=C2C1C1=C2C=NNC2=C(C=C1)F)C)=O 3-amino-4-(7-fluoro-1H-indazol-4-yl)-6-methyl-1H-1,7-phenanthroline-2-one